tert-butyl 5-(phenoxy)-7-(benzyloxy)-[1,2,4]triazolo[1,5-a]pyridine-8-carboxylate O(C1=CC=CC=C1)C1=CC(=C(C=2N1N=CN2)C(=O)OC(C)(C)C)OCC2=CC=CC=C2